BrCC1=CC=C2N=C(C(NC2=C1F)=O)C(C)F 7-(bromomethyl)-8-fluoro-3-(1-fluoroethyl)-1H-quinoxalin-2-one